C(CCCCCCCCCCCCCCC)OC(\C=C\C1=CC(=C(C=C1)O)OC)=O Hexadecyl-(2E)-3-(4-hydroxy-3-methoxyphenyl)-prop-2-enoate